5'-O-(4,4-dimethoxytrityl)-2'-O-[(tertiary butyl)dimethylsilyl]uridine COC1(CC=C(C(C2=CC=CC=C2)(C2=CC=CC=C2)OC[C@@H]2[C@H]([C@H]([C@@H](O2)N2C(=O)NC(=O)C=C2)O[Si](C)(C)C(C)(C)C)O)C=C1)OC